1-[4-[3-[(8-chloro-7,9-dimethyl-pyrido[3',2':4,5]thieno[3,2-d]pyrimidin-4-yl)amino]azetidin-1-yl]-2-pyridyl]cyclobutanol ClC1=C(C2=C(SC3=C2N=CN=C3NC3CN(C3)C3=CC(=NC=C3)C3(CCC3)O)N=C1C)C